N1N(CC2=CC=CC=C12)CNC(=S)NC1=CC(=CC(=C1)C)C 1-((1H-indazol-2-yl)methyl)-3-(3,5-dimethylphenyl)thiourea